ClC1=NC=2C=C(C=3C(C2C(=N1)N1CC=2N(CCC1)N=C(C2)COCOC)=CN(N3)C)C3=CC(=CC2=CC=C(C(=C32)CC)F)OCOC 7-chloro-4-[8-ethyl-7-fluoro-3-(methoxymethoxy)-1-naphthyl]-9-[2-(methoxymethoxymethyl)-4,6,7,8-tetrahydropyrazolo[1,5-a][1,4]diazepin-5-yl]-2-methyl-pyrazolo[4,3-f]quinazoline